[Cl-].Cl[N+]1(CN(CC1)C)C chloro-1,3-dimethylimidazolinium chloride